OP1(CCCC1)=O 1-hydroxyphospholane oxide